O=C1NC(CCC1N1C(C2=CC=C(C=C2C1=O)NCC1CCNCC1)=O)=O 2-(2,6-Dioxopiperidin-3-yl)-5-((piperidin-4-ylmethyl)amino)isoindoline-1,3-dione